C(C)OC(=O)C1=NN(N=C1Br)CC1=CC=C(C=C1)OC 5-bromo-2-(4-methoxybenzyl)-2H-1,2,3-triazole-4-carboxylic acid ethyl ester